C(C1=CC=CC=C1)(=O)[C@]([C@](C(=O)O)(O)C(C1=CC=CC=C1)=O)(O)C(=O)O.COC(N[C@H]1CN(CC[C@H]1C)CC1=CC=CC=C1)=O ((3R,4R)-1-benzyl-4-methylpiperidin-3-yl)carbamic acid methyl ester dibenzoyl-L-tartrate